OC1=CC=C(C=C1)C=1SC2=C(N1)CC[C@@]1([C@H]3CC[C@]4([C@H]([C@@H]3CCC12)CCC4=O)C)C (5aR,5bS,7aS,10aS,10bR)-2-(4-hydroxyphenyl)-5a,7a-dimethyl-4,5,5a,5b,6,7,7a,9,10,10a,10b,11,12,12a-tetradecahydro-8H-cyclopenta[7,8]phenanthro[2,1-d]thiazol-8-one